BrC1=C(C=C(C=C1)Cl)CC(=O)N(C)OC 2-(2-bromo-5-chlorophenyl)-N-methoxy-N-methylacetamide